8-Bromo-7-(2-(5-chloropyridin-2-yl)-2-hydroxyethoxy)-1-methyl-3,4-dihydroisoquinoline-2(1H)-carboxylic acid tert-butyl ester C(C)(C)(C)OC(=O)N1C(C2=C(C(=CC=C2CC1)OCC(O)C1=NC=C(C=C1)Cl)Br)C